BrC1=CC(=C2C(=NC(N(C2=C1)C=1C(=NC=CC1)C)=O)NCC#C)OC 7-bromo-5-methoxy-1-(2-methylpyridin-3-yl)-4-(prop-2-yn-1-ylamino)quinazolin-2(1H)-one